ClC1=CC=C(C=C1)NC(C(=O)NC(C(=O)NC1=C(C(=O)O)C=CC=C1)CC1=CC=CC=C1)=O 2-(2-(((4-chlorophenyl)amino)-2-oxoacetamido)-3-phenylpropionamido)benzoic acid